tert-butyl (3R)-3-(bromomethyl)piperidine-1-carboxylate BrC[C@H]1CN(CCC1)C(=O)OC(C)(C)C